methyl (S)-2-((((9H-fluoren-9-yl)methoxy)carbonyl)amino)-3-(3-nitrophenyl)propanoate C1=CC=CC=2C3=CC=CC=C3C(C12)COC(=O)N[C@H](C(=O)OC)CC1=CC(=CC=C1)[N+](=O)[O-]